C(C)(C)(C)OCCC(C(=O)OCC)N=C(C1=CC=CC=C1)C1=CC=CC=C1 ethyl 4-(tert-butoxy)-2-((diphenylmethylene)amino)butanoate